C1(CCCCC1)NC(CN(C1=CC=CC2=CC=CC=C12)C(CS(=O)CC(=O)NC1=CC=C(C=C1)F)=O)=O N-cyclohexyl-N2-[({2-[(4-fluorophenyl)amino]-2-oxoethyl}sulfinyl)acetyl]-N2-1-naphthylglycinamide